tert-butyl (2-((3-chloropropyl)sulfonamido)ethyl)(methyl)carbamate ClCCCS(=O)(=O)NCCN(C(OC(C)(C)C)=O)C